4,4-difluoro-2-(4-fluorophenyl)-N-{4-[3-fluoro-7-(pyridin-2-yl)-5H-pyrrolo[2,3-b]pyrazin-6-yl]pyridin-2-yl}butanamide FC(CC(C(=O)NC1=NC=CC(=C1)C1=C(C=2C(=NC(=CN2)F)N1)C1=NC=CC=C1)C1=CC=C(C=C1)F)F